N=1N(N=C2C1C=CC=C2)C2=C(NCC1=CC=CC=C1)C=CC=C2 2-(2H-1,2,3-benzotriazole-2-yl)-N-benzyl-aniline